Ethyl (Z)-2-fluoro-3-((3-methyl-7-(methylthio)-1,1-dioxido-5-phenyl-3-propyl-2,3,4,5-tetrahydro-1,5-benzothiazepin-8-yl)oxy)acrylate F\C(\C(=O)OCC)=C/OC1=CC2=C(N(CC(CS2(=O)=O)(CCC)C)C2=CC=CC=C2)C=C1SC